BrC=1C=C2SC=3C=CC(=CC3SC2=CC1)C=1C=C(C=CC1)N1C2=CC=CC=C2C=2C=CC=CC12 9-(3-(7-bromothianthren-2-yl)phenyl)-9H-carbazole